1-(furan-3-yl)-5,8a-dimethyl-1,7,8,8a-tetrahydrobenzo[d][1,2]dioxin-6(4H)-one O1C=C(C=C1)C1OOCC=2C1(CCC(C2C)=O)C